1,4-bis(n-propoxycarbonyloxy)naphthalene C(CC)OC(=O)OC1=CC=C(C2=CC=CC=C12)OC(=O)OCCC